tert-butyl 2-(2-((6-bromopyridin-2-yl)(tert-butoxycarbonyl)amino)ethyl)hydrazine-1-carboxylate BrC1=CC=CC(=N1)N(CCNNC(=O)OC(C)(C)C)C(=O)OC(C)(C)C